C1(CCCCC1)C(=O)N1CCC1 N-(cyclohexylcarbonyl)azetidine